methyl-pyrrolopyridine CC1=CC2=C(C=CC=N2)N1